ClC=1C=C2C(=CC(=NC2=CC1)C(F)(F)F)NCC1(CN(C1)C(=O)N)N1N=C(C=C1C)C 3-(((6-Chloro-2-(trifluoromethyl)quinolin-4-yl)amino)methyl)-3-(3,5-dimethyl-1H-pyrazol-1-yl)azetidine-1-carboxamide